C(=O)(O)C=1C=C(CN2CC(C2)OCC=2C=CC(=C(C(=O)O)C2)NS(=O)(=O)C=2C=NN(C2)C2=CC=C(C=C2)Cl)C=CC1NS(=O)(=O)C=1C=NN(C1)C1=CC=C(C=C1)Cl 5-(((1-(3-carboxy-4-(1-(4-chlorophenyl)-1H-pyrazole-4-sulfonamido)benzyl)azetidin-3-yl)oxy)methyl)-2-(1-(4-chlorophenyl)-1H-pyrazole-4-sulfonamido)benzoic acid